C(C)(C)C1=C(NC2=CC=C(C=C12)C1CCN(CC1)C1CC(NCC1)C)C1=C2C(=NC=C1)NN=C2 4-(3-isopropyl-5-(2'-methyl-[1,4'-bipiperidin]-4-yl)-1H-indol-2-yl)-1H-pyrazolo[3,4-b]pyridine